BrC=1C=C2C(=C(C=NC2=CC1)C#N)N1CCC2=CC=C(C=C12)Cl 6-bromo-4-(6-chloroindolin-1-yl)quinoline-3-carbonitrile